6-(4-acetylpiperazin-1-yl)-2-[(2R)-3-(3,4-dihydro-1H-isoquinolin-2-yl)-2-hydroxy-propyl]-3,4-dihydroisoquinolin-1-one C(C)(=O)N1CCN(CC1)C=1C=C2CCN(C(C2=CC1)=O)C[C@@H](CN1CC2=CC=CC=C2CC1)O